FC1=CC=C(C=C1)N1N=NC(=C1COC1=CC=C2C(=N1)CN(C2)C(CC)=O)C 1-(2-{[1-(4-fluorophenyl)-4-methyl-1H-1,2,3-triazol-5-yl]methoxy}-5,7-dihydro-6H-pyrrolo[3,4-b]pyridin-6-yl)propan-1-one